CC1(CCC(CC1)[C@@H](C(=O)NC1=CC=C(C=C1)C=1C(=NNC1C)C)NC(=O)C=1N(N=CC1)C)C N-[(1S)-1-(4,4-dimethylcyclohexyl)-2-[4-(3,5-dimethyl-1H-pyrazol-4-yl)anilino]-2-oxo-ethyl]-2-methyl-pyrazole-3-carboxamide